O[C@@H]([C@H](C1=CC=CC=C1)NC(=O)C=1OC=C(N1)C1=NC(=NC=C1C)NC1=CC=NN1C)C N-((1S,2R)-2-hydroxy-1-phenylpropyl)-4-(5-methyl-2-((1-methyl-1H-pyrazol-5-yl)amino)pyrimidin-4-yl)oxazole-2-carboxamide